isoheptylisocytosine C(CCCC(C)C)NC1=NC=CC(N1)=O